5-(imidazo[1,2-b]pyridazin-6-yl)-N-(1-methylpiperidin-4-yl)-7H-pyrrolo[2,3-d]pyrimidin-2-amine N=1C=CN2N=C(C=CC21)C2=CNC=1N=C(N=CC12)NC1CCN(CC1)C